5,8-dimethylxanthene-2,3,6,7-tetracarboxylate CC1=C2OC=3C=C(C(=CC3CC2=C(C(=C1C(=O)[O-])C(=O)[O-])C)C(=O)[O-])C(=O)[O-]